NCC=1C=C(C=CC1)C=1C=C2C(=NN(C2=CC1)C)NC1=C(C=CC=C1)CC(=O)O 2-(2-((5-(3-(aminomethyl)phenyl)-1-methyl-1H-indazol-3-yl)amino)phenyl)acetic acid